6-(3-fluorophenyl)-5-methyl-pyridin-2-amine FC=1C=C(C=CC1)C1=C(C=CC(=N1)N)C